(±)-tert-butyl 3-(5-((2,4-dimethoxybenzyl)amino)-2,2-difluoro-[1,3]dioxolo[4,5-h][1,2,4]triazolo[1,5-c]quinazolin-8-yl)piperidine-1-carboxylate COC1=C(CNC2=NC3=C4C(=CC=C3C=3N2N=C(N3)[C@H]3CN(CCC3)C(=O)OC(C)(C)C)OC(O4)(F)F)C=CC(=C1)OC |r|